N-(3,5-Difluoro-phenyl)-N-isopropyl-6-(2-methyl-oxazol-4-yl)-[1,3,5]triazine-2,4-diamine FC=1C=C(C=C(C1)F)N(C1=NC(=NC(=N1)N)C=1N=C(OC1)C)C(C)C